C(C)(C)(C)C=1C=C2CCN(C(C2=CC1)CO)C(=O)OC(C)(C)C tert-Butyl 6-tert-butyl-1-(hydroxy methyl)-3,4-dihydro-1H-isoquinoline-2-carboxylate